5-benzyl-2-[[2-chloro-5-(4-pyridyl)phenyl]methylamino]-4H-[1,2,4]triazolo[1,5-a]-pyrimidin-7-one C(C1=CC=CC=C1)C=1NC=2N(C(C1)=O)N=C(N2)NCC2=C(C=CC(=C2)C2=CC=NC=C2)Cl